12-[4-(aminomethyl)phenyl]-9-hydroxy-4-thia-2,12-diazatricyclo[7.3.0.03,7]dodeca-1,3(7),5-trien-8-one NCC1=CC=C(C=C1)N1CCC2(C(C=3C=CSC3N=C12)=O)O